CN1N=C2C(=CC(=CC2=C1)C1=CC2=C(C=N1)N=C(S2)OC2CCNCC2)C#N 2-Methyl-5-{2-[(piperidin-4-yl)oxy][1,3]thiazolo[4,5-c]pyridin-6-yl}-2H-indazol-7-carbonitril